FC(C(=O)O)(F)F.FC(C(=O)O)(F)F.FC(C(=O)O)(F)F.COC(=O)C1CCN(CC1)C(C(CCCC)NC([C@@H](CCCC(F)(F)F)NC([C@@H](CC1=CC=CC=C1)N)=O)=O)=O [2-[[(2R)-2-[[(2R)-2-amino-3-phenyl-propionyl]amino]-6,6,6-trifluoro-hexanoyl]amino]hexanoyl]piperidine-4-carboxylic acid methyl ester Tritrifluoroacetate